Vinyldimethylmethoxy-silan C(=C)[Si](OC)(C)C